C[Si](OC1=CC=CC=C1)(OC1=CC=CC=C1)C1=CC=CC=C1 Methyl-(phenyl)diphenyloxysilane